COC(=O)C1=CC=NC2=CC=C(C=C12)[C@@H](C)C1=CC(=NC=C1)C(F)(F)F |r| rac-(R)-6-(1-(2-(trifluoromethyl)pyridin-4-yl)ethyl)quinoline-4-carboxylic acid methyl ester